COC1=C(C=CC=C1)P (2-methoxyphenyl)phosphin